NC(CCC1CC1)(C1=CC(=CC=C1)C#N)C=1C=CC(=C(C1)NC(=O)[C@@H]1N(C[C@@H](C1)O)C(=O)NC1=CC=C(C=C1)C)F (2R,4R)-N2-(5-((+)-1-amino-1-(3-cyanophenyl)-3-cyclopropylpropyl)-2-fluorophenyl)-4-hydroxy-N1-p-tolylpyrrolidine-1,2-dicarboxamide